N-(9-(1-acetyl-1,2,3,6-tetrahydropyridin-4-yl)-1-methyl-6,7-dihydro-5H-benzo[c][1,2,3]triazolo[1,5-a]azepin-7-yl)-N-(4-chlorophenyl)acetamide C(C)(=O)N1CCC(=CC1)C1=CC2=C(C=3N(CCC2N(C(C)=O)C2=CC=C(C=C2)Cl)N=NC3C)C=C1